C(C)(C)(C)OC(=O)N1CC(C1)C=1C=NC(=CC1)NC(=S)NC(=O)OCC 3-(6-(3-(ethoxycarbonyl)thioureido)pyridin-3-yl)azetidine-1-carboxylic acid tert-butyl ester